N1(CCNCC1)CCN 2-(1-piperazinyl)ethylamine